C(C)(C)(C)OC(NC1=NC(=C(N=C1)CNC(=O)C1CCOCC1)OC)=O (6-methoxy-5-{[(tetrahydro-pyran-4-carbonyl)-amino]-methyl}-pyrazin-2-yl)-carbamic acid tert-butyl ester